C(=O)(O)[C@H](CC(=O)N1CC2=C(C(=C(C(=C2C1)C)OCCCOC=1C=C2CN(CC2=CC1OC)C(C[C@@H](C(=O)O)C)=O)OC)C)C (S)-4-(5-(3-((2-((S)-3-carboxybutanoyl)-6-methoxy-4,7-dimethylisoindolin-5-yl)oxy)propoxy)-6-methoxyisoindolin-2-yl)-2-methyl-4-oxobutanoic acid